S(=O)(=O)([O-])[O-].[K+].N[C@@H](C)C(=O)O.[K+] L-alanine potassium sulfate